7-(4-(dipropylamino)butyl)-7-hydroxytridecane-1,13-diyl bis(2-hexyldecanoate) C(CCCCC)C(C(=O)OCCCCCCC(CCCCCCOC(C(CCCCCCCC)CCCCCC)=O)(O)CCCCN(CCC)CCC)CCCCCCCC